C[Ge](C(CCCCC=C)S(=O)(=O)C1=CC=CC=C1)(C1=CC=CC=C1)C dimethyl-(phenyl)(1-(phenylsulfonyl)hept-6-en-1-yl)germane